BrC=1C(=NC=C(C1)C=1OC(=NN1)N1CCN(CC1)C)N 3-bromo-5-[5-(4-methylpiperazin-1-yl)-1,3,4-oxadiazol-2-yl]pyridin-2-amine